FC=1C=CC2=C(CN(C3=NC4=C(C(NCCS2)=O)C=NN4C=C3)C)C1 11-fluoro-14-methyl-6,7,13,14-tetrahydro-1,15-ethenopyrazolo[4,3-f][1,4,8,10]benzothiatriazacyclotridecin-4(5H)-one